O1C(=CC=C1)CCCN 3-(2-furyl)-1-propylamine